2-(trifluoromethyl)benzene-1,3-diol FC(C1=C(C=CC=C1O)O)(F)F